Cl.COC(=O)C1=C[C@@H](C(C1)=C(F)F)N (S)-3-amino-4-(difluoromethylene)cyclopent-1-ene-1-carboxylic acid methyl ester hydrochloride